ClC=1C=C(C=C(C1)Cl)S(=O)(=O)N1C(CCC1)C(=O)NC 1-((3,5-dichlorophenyl)sulfonyl)-N-methylpyrrolidine-2-carboxamide